C(C)(=O)C1=C2C=C(NC(C2=CC(=C1)F)=O)Cl 5-acetyl-3-chloro-7-fluoroisoquinolin-1(2H)-one